C(C)C(C)=NO methyl ethyl ketone-oxime